COC1=C(C=C(C=N1)C1=CC=NC=C1)N 6-methoxy-[3,4'-bipyridin]-5-amine